C(#N)C=1C=CC(=C2C=CC=NC12)N1C[C@]2(C[C@]2(C1)C(F)(F)F)C(=O)NCC1(CCN(CC1)C)O (1R,5S)-3-(8-cyanoquinolin-5-yl)-N-((4-hydroxy-1-methylpiperidin-4-yl)methyl)-5-(trifluoromethyl)-3-azabicyclo[3.1.0]hexane-1-carboxamide